2-Amino-6-cyano-6-(cyclopentylmethyl)-7-oxo-4,5,6,7-tetrahydrobenzo[b]thiophene-3-carboxamide NC1=C(C2=C(S1)C(C(CC2)(CC2CCCC2)C#N)=O)C(=O)N